N,N-dimethyl-N-benzylammonium C[NH+](CC1=CC=CC=C1)C